(6-(((3-(1-Cyclopropyl-1H-1,2,4-triazol-3-yl)-4-methoxy-5-nitrophenylmethyl)oxy)methyl)-4-fluoropyridin-2-yl)carbamic acid tert-butyl ester C(C)(C)(C)OC(NC1=NC(=CC(=C1)F)COCC1=CC(=C(C(=C1)[N+](=O)[O-])OC)C1=NN(C=N1)C1CC1)=O